C(C)(C)(C)OC(=O)N1CCN(CC1)C(=O)C1CC(CC1)C(=O)O 3-[4-(tert-butoxycarbonyl)piperazine-1-carbonyl]cyclopentane-1-carboxylic acid